CNC(=O)C=C N-methyl-acrylamine